ClSCl Chlorothioether